COC1=NC(=NC(=C1)OC)NC(O)=O (4,6-dimethoxypyrimidine-2-yl)carbamic acid